CNC(=O)C1=NNC2=CC(=CC=C12)N1CC(CCC1)C(NCCC(C)C1=CC=CC=C1)=O N-methyl-6-{3-[(3-phenylbutyl)carbamoyl]piperidin-1-yl}-1H-indazole-3-carboxamide